4-hydroxyiminomethyl-N,N-dimethyl-benzoic acid amide ON=CC1=CC=C(C(=O)N(C)C)C=C1